FC=1C(=CC(=C(N)C1)OC)N1CCC(CC1)N1CCN(CC1)C 5-fluoro-2-methoxy-4-[4-(4-methylpiperazin-1-yl)hexahydropyridin-1-yl]Aniline